[Ca].CC(CC(=O)O)(C)O beta-methyl-beta-hydroxybutyric acid calcium